ClC1=C(C=CC=C1NC1=NC=CC(=C1F)CN1CC2(CN(C2)C(=O)OC(C)(C)C)C1)C1=C(C(=CC=C1)C1=NC(=C(C=C1)C=O)OC)Cl Tert-butyl 6-((2-((2,2'-dichloro 3'-(5-formyl-6-methoxypyridin-2-yl)-[1,1'-biphenyl]-3-yl) amino)-3-fluoropyridin-4-yl) methyl)-2,6-diazaspiro[3.3]heptane-2-carboxylate